4-Amino-3-fluoro-5-nitro-2-phenylamino-benzoic acid methyl ester COC(C1=C(C(=C(C(=C1)[N+](=O)[O-])N)F)NC1=CC=CC=C1)=O